Phenylglycidyl ether C1(=CC=CC=C1)OCC1CO1